C1(CC1)C1=C(N=NC=C1)N1CCN(CC1)C(=O)C1=NN(C(C2=CC=CC=C12)=O)C 4-[4-(4-cyclopropylpyridazin-3-yl)piperazine-1-carbonyl]-2-methyl-phthalazin-1-one